C(=O)O.C(=O)O.NCC1=CC=C(C=C1)C=1N=C2SC3=C(N2C1)C=CC(=C3)C(=O)NCCCN3CCCCC3 (4-(aminomethyl)phenyl)-N-(3-(piperidin-1-yl)propyl)benzo[d]imidazo[2,1-b]thiazole-7-carboxamide diformate